tri(dimethylamino)carbon chloride CN(C)C(N(C)C)(N(C)C)Cl